C(C)(C)C=1C(=CC2=C(N(C(N2)=O)C2CCC(CC2)N2CC(NCC2)=O)C1)C=1C=C(C=2N(C1)N=CN2)OC 6-Isopropyl-5-(8-methoxy-[1,2,4]triazolo[1,5-a]pyridin-6-yl)-1-(4-(3-oxopiperazin-1-yl)cyclohexyl)-1,3-dihydro-2H-benzo[d]imidazol-2-on